(S)-4-chloro-2-((3-(2-(5-chlorothiophen-2-yl)-2-hydroxyethyl)-1,2,4-oxadiazol-5-yl)methyl)pyridazin-3(2H)-one ClC=1C(N(N=CC1)CC1=NC(=NO1)C[C@H](O)C=1SC(=CC1)Cl)=O